(4-(tert-butyl)phenyl)diphenylsulfonium 4-(butoxycarbonyl)-2-hydroxybenzenesulfonate C(CCC)OC(=O)C1=CC(=C(C=C1)S(=O)(=O)[O-])O.C(C)(C)(C)C1=CC=C(C=C1)[S+](C1=CC=CC=C1)C1=CC=CC=C1